ClC1=NC=CC(=N1)C1=C(N=C(S1)C)C=1C(=C(C=CC1)NC(OCC=C)=O)F prop-2-en-1-yl N-{3-[5-(2-chloropyrimidin-4-yl)-2-methyl-1,3-thiazol-4-yl]-2-fluorophenyl}carbamate